3-(5-bromo-1H-benzo[d][1,2,3]triazol-1-yl)piperidine-2,6-dione BrC1=CC2=C(N(N=N2)C2C(NC(CC2)=O)=O)C=C1